FC(C=1C=C(C=CC1)C(CC)=O)(F)F (3-trifluoromethylphenyl)propan-1-one